4-[(2R)-3-(3,4-dihydro-1H-isoquinolin-2-yl)-2-hydroxy-propyl]-8-[(2-fluoro-4-pyridyl)methoxy]-2,3-dihydro-1,4-benzoxazepin-5-one C1N(CCC2=CC=CC=C12)C[C@H](CN1CCOC2=C(C1=O)C=CC(=C2)OCC2=CC(=NC=C2)F)O